C(CCCCCCC\C=C/C=C/CC)CC(=O)O.C(CCCCCCC\C=C/CCCCCC)=O Z-9-Hexadecenal (Z,E)-9,11-Tetradecadienyl-acetate